C(C)(=O)C=1C=C(C=CC1)C(C(=O)OC)(C)C methyl 2-(3-acetylphenyl)-2-methyl-propanoate